C(C)(C)(C)OC(NCCCCNC(\C(=C\C)\C)=O)=O (E)-(4-(2-methylbut-2-enoylamino)butyl)carbamic acid tert-butyl ester